N-(2-fluoro-4-(4-methylpiperazin-1-yl)phenyl)-2-(4-(4-fluorophenyl)-1-isopropyl-1H-imidazol-5-yl)oxazole-4-carboxamide FC1=C(C=CC(=C1)N1CCN(CC1)C)NC(=O)C=1N=C(OC1)C1=C(N=CN1C(C)C)C1=CC=C(C=C1)F